FC=1C=C2C(=CNC(C2=CC1F)=O)C(C)N(C(=O)NC1=CC=C(C=C1)F)CCCO 1-(1-(6,7-Difluoro-1-oxo-1,2-dihydroisoquinolin-4-yl)ethyl)-3-(4-fluorophenyl)-1-(3-hydroxypropyl)urea